C(CCCCCCCCCCCCCCC)[N+](C[C@H](O)[C@@H](O)[C@H](O)CO)(C)CCCCCCCCCCCCCCCC 1-deoxy-1-[dihexadecyl(methyl)ammonio]-D-xylitol